OC1=CC=C(C=C1)C(C)(C)C1=CC=C(C=C1)C(C)(C1=CC=C(C=C1)O)C1=CC=C(C=C1)O 4,4'-{1-[4-[2-(4-hydroxyphenyl)-2-propyl]phenyl]ethylidene}bisphenol